ClC=1C(=CC(=C(C1)S(=O)(=O)N(C1=NC=NS1)CC1=C(C=C(C=C1)OC)OC)F)F 5-chloro-N-(2,4-dimethoxy-benzyl)-2,4-difluoro-N-(1,2,4-thiadiazole-5-yl)-benzenesulfonamide